3-methoxybenzylidene-9-methoxycarbonyl-xanthene COC=1C=C(C=COC(=O)C2C3=CC=CC=C3OC=3C=CC=CC23)C=CC1